1H-pyrrolo[3,2-b]pyridin-6-amine N1C=CC2=NC=C(C=C21)N